C1(=CC=CC=C1)C=1C=NC=2C=C3C(=CC2N1)C1CNCC3C1 2-phenyl-7,8,9,10-tetrahydro-6H-6,10-methanoazepino[4,5-g]quinoxaline